3,4-diphenyl-2-naphthol C1(=CC=CC=C1)C=1C(=CC2=CC=CC=C2C1C1=CC=CC=C1)O